N1C(CC=C1)=O 1,2-dihydro-2-pyrrole-one